4-[(1S,4S,5R)-5-{[5-cyclopropyl-3-(2,6-dichlorophenyl)-1,2-oxazol-4-yl]methoxy}-2-azabicyclo[2.2.1]heptan-2-yl]-2-fluorobenzamide C1(CC1)C1=C(C(=NO1)C1=C(C=CC=C1Cl)Cl)CO[C@H]1[C@@H]2CN([C@H](C1)C2)C2=CC(=C(C(=O)N)C=C2)F